sulfonyl-amide S(=O)(=O)=[N-]